(S)-8-((5-amino-7-((1-hydroxyhex-3-yl)amino)-3-methyl-1H-pyrazolo[4,3-d]pyrimidin-1-yl)methyl)quinoline-5-carboxylic acid NC=1N=C(C2=C(N1)C(=NN2CC2=CC=C(C=1C=CC=NC21)C(=O)O)C)N[C@H](CCO)CCC